acetamido ketone C(C)(=O)NC(=O)NC(C)=O